C(CCC)[N+](CCCC)(CCCC)CCCC.[NH4+] ammonium (tetrabutylammonium)